COC1=C(N=NC=C1)C(=O)NN methoxy-1,2-diazine-3-carbohydrazide